COC(N[C@H]1C[C@H](CC1)NC(C1=CC=CC=C1)(C1=CC=CC=C1)C1=CC=CC=C1)=O Methyl((1R,3S)-3-(tritylamino)cyclopentyl)carbamate